ClCC=1C(=NC=CC1C)OC(F)F 3-(Chloromethyl)-2-(difluoromethoxy)-4-methylpyridine